N1([C@@H](CCCC1)C(=O)O[C@H](CCC1=CC(=C(C=C1)OC)OC)C1=CC(=CC(=C1)O)OCC(=O)OCC=C)C(=O)OCC1C2=CC=CC=C2C=2C=CC=CC12 (S)-1-((9H-fluoren-9-yl)methyl) 2-((R)-1-(3-(2-(allyloxy)-2-oxoethoxy)-5-hydroxyphenyl)-3-(3,4-dimethoxyphenyl)propyl) piperidine-1,2-dicarboxylate